O1C(CCCC1)O[C@@H](C)C=1N(C=CN1)CC1=NOC(=C1)C1=CC=C(C=C1)C#CC=1C=CC(=NC1)C(=O)[O-] 5-((4-(3-((2-((1S)-1-((Tetrahydro-2H-pyran-2-yl)oxy)ethyl)-1H-imidazol-1-yl)methyl)isoxazol-5-yl)phenyl)ethynyl)picolinate